benzenesulfonic acid ammonium salt [NH4+].C1(=CC=CC=C1)S(=O)(=O)[O-]